C(C)NC(NC1=CC=C(C=N1)CN1CCN(CC1)C=1C=CC(=NC1C)C(=O)NC)=O 5-(4-((6-(3-ethylureido)pyridin-3-yl)methyl)piperazin-1-yl)-N,6-dimethylpicolinamide